FC(C1=NN=C(O1)C=1C=CC(=NC1)CN1C(N(C(C1=O)(C)C)C1=CC=C(C=C1)C1=C(C=CC=C1)F)=O)F 3-((5-(5-(difluoromethyl)-1,3,4-oxadiazol-2-yl)pyridin-2-yl)methyl)-1-(2'-fluoro-[1,1'-biphenyl]-4-yl)-5,5-dimethylimidazolidin-2,4-dione